Cl.C(C1=CC=CC=C1)OCC[C@H](N)C(=O)OCC1=CC(=NC(=C1)Cl)Cl (2,6-Dichloropyridin-4-yl)methyl O-benzyl-L-homoserinate hydrochloride